CS(=O)(=O)C1=CC=C(C=C1)C1=CC=C2C(=N1)SC(=N2)OCCC2=CCN(CC2)C(=O)OC(C)C isopropyl 4-(2-((5-(4-(methyl sulfonyl)phenyl)thiazolo[5,4-b]pyridin-2-yl)oxy)ethyl)-5,6-dihydropyridine-1(2H)-carboxylate